4-(7-fluoroimidazo[1,2-a]pyridin-3-yl)-7-((6-(((R)-3-methoxypyrrolidin-1-yl)methyl)-5-((S)-tetrahydrofuran-3-yl)pyridin-2-yl)amino)isoindolin-1-one FC1=CC=2N(C=C1)C(=CN2)C2=C1CNC(C1=C(C=C2)NC2=NC(=C(C=C2)[C@H]2COCC2)CN2C[C@@H](CC2)OC)=O